4-(4-Bromo-2,6-difluorophenyl)-1,2,3,6-tetrahydropyridine tert-Butyl-4-(4-bromo-2,6-difluorophenyl)-3,6-dihydropyridine-1(2H)-carboxylate C(C)(C)(C)OC(=O)N1CCC(=CC1)C1=C(C=C(C=C1F)Br)F.BrC1=CC(=C(C(=C1)F)C=1CCNCC1)F